5-methylthiophenethylamine CSC=1C=CC=C(CCN)C1